O=C(C(=O)O)CC1=CC=C(C=C1)C(F)(F)F 2-oxo-3-(4-(trifluoromethyl)phenyl)propionic acid